(1-iodo-6-aza-3-oxahept-6-yl) methanoate C(=O)ON(CCOCCI)C